n-triacontyl methacrylate C(C(=C)C)(=O)OCCCCCCCCCCCCCCCCCCCCCCCCCCCCCC